C(C)OCC1=CC2=C(N=C(N=C2)SC)N(C1=O)C 6-(Ethoxymethyl)-8-methyl-2-(methylthio)pyrido[2,3-d]pyrimidin-7(8H)-one